(4-(benzyloxy)phenyl)(2-ethyl-1H-pyrrolo[3,2-c]pyridin-3-yl)methanone C(C1=CC=CC=C1)OC1=CC=C(C=C1)C(=O)C1=C(NC2=C1C=NC=C2)CC